OC(CC(=O)O)CC(CC)O 3,5-DIHYDROXY-HEPTANOIC ACID